C(C1=CC=CC=C1)OC=1C=C(C=C2C(NN(C2=O)C2=CC(=C(C=C2)Cl)Cl)=O)C=CC1 4-(3-(Benzyloxy)benzylidene)-1-(3,4-dichlorophenyl)pyrazolidine-3,5-dione